1-methyl-3-ethylimidazole bisulfate S(O)(O)(=O)=O.CN1CN(C=C1)CC